dihexyl-5-bromovaleramide C(CCCCC)C(C(=O)N)(CCCBr)CCCCCC